C(C)OC(=O)C1CC(=NN1C1=NC=C(C=C1Cl)Br)Br 3-bromo-1-(5-bromo-3-chloropyridin-2-yl)-4,5-dihydro-1H-pyrazole-5-carboxylic acid ethyl ester